C(CC(C)O)O 1,3-BUTANDIOL